NCC=1SC(=CN1)S(=O)(=O)C=1C=C(C(=O)OCC)C=C(C1)N1CCCC1 ethyl 3-((2-(aminomethyl)thiazol-5-yl)sulfonyl)-5-(pyrrolidin-1-yl)benzoate